thiatetraazacyclooctadeca[18,17-b]indole-3-carboxamide S1C2=C3C(=NC2=NC(=N1)C(=O)N)N=NC=CC=CC=CC=CC=CC=CC=C3